N-stearidonoyl-methionine C(CCCC\C=C/C\C=C/C\C=C/C\C=C/CC)(=O)N[C@@H](CCSC)C(=O)O